FC12C3(C4(C5(C3(C1(C5(C24I)F)F)F)F)F)F 1,2,3,4,5,6,7-heptafluoro-8-iodocubane